5-[4-(3-([2-(furan-3-yl)-6-methylthieno[2,3-d]pyrimidin-4-yl]amino)propyl)phenyl]pyrazine-2-carbonitrile O1C=C(C=C1)C=1N=C(C2=C(N1)SC(=C2)C)NCCCC2=CC=C(C=C2)C=2N=CC(=NC2)C#N